3-({[2-(Cyclopropylamino)pyrimidin-5-yl]methyl}amino)-N-[(1S,2S)-2-hydroxycyclohexyl]-4-methylbenzamide C1(CC1)NC1=NC=C(C=N1)CNC=1C=C(C(=O)N[C@@H]2[C@H](CCCC2)O)C=CC1C